CC1(OCC(O1)C1=C2C(=NC=C1)N(N=C2C#N)COCC[Si](C)(C)C)C 4-(2,2-dimethyl-1,3-dioxolan-4-yl)-1-(2-trimethylsilylethoxymethyl)pyrazolo[3,4-b]pyridine-3-carbonitrile